(4-fluoro-1-methyl-1H-indazol-5-yl)-1,2,5-thiadiazolidine 1,1-dioxide FC1=C2C=NN(C2=CC=C1N1S(NCC1)(=O)=O)C